ClC=1N=C(C2=C(N1)C(=CN2)CC2=CC(=CC1=CC=CC=C21)OC(C(C)(C)C)=O)N2C[C@@H](N(CC2)C(=O)OCC2=CC=CC=C2)CC#N benzyl (S)-4-(2-chloro-7-((3-(pivaloyloxy)naphthalen-1-yl)methyl)-5H-pyrrolo[3,2-d]pyrimidin-4-yl)-2-(cyanomethyl)piperazine-1-carboxylate